CC1=C(C=CC(=C1)[N+](=O)[O-])CN1C=NC=C1 1-[(2-methyl-4-nitro-phenyl)methyl]imidazole